C(C)(C)(C)C=1C=C(N(N1)C)N 5-tert-butyl-2-methyl-pyrazol-3-amine